ClCC1=CC(=C(C=C1)OC(F)F)F 4-(chloromethyl)-1-(difluoromethoxy)-2-fluorobenzene